(benzyloxy)-4-(trifluoromethyl)benzamide C(C1=CC=CC=C1)OC1=C(C(=O)N)C=CC(=C1)C(F)(F)F